C(C)C1=CC2=C(NC(N2)=S)C=C1 5-ethyl-1H-benzo[d]imidazole-2(3H)-thione